N-(6-((1H-Pyrazol-1-yl)methyl)-4-methoxybenzo[d]isoxazol-3-yl)-3-(methyl(piperidin-4-yl)amino)benzenesulfonamide N1(N=CC=C1)CC1=CC2=C(C(=NO2)NS(=O)(=O)C2=CC(=CC=C2)N(C2CCNCC2)C)C(=C1)OC